OCC1=C(C=CC=C1)/C=C/CO (E)-3-(2-(hydroxymethyl)phenyl)prop-2-en-1-ol